(2S,3R,4R,5S,6R)-2-(4-(4-ethoxyphenoxy)-2,6-dihydroxyphenyl)-6-(hydroxymethyl)tetrahydro-2H-pyran-3,4,5-triol C(C)OC1=CC=C(OC2=CC(=C(C(=C2)O)[C@@H]2O[C@@H]([C@H]([C@@H]([C@H]2O)O)O)CO)O)C=C1